(3-(difluoromethyl)-5-fluoro-4-(3-(1-methyl-1H-pyrazol-4-yl)-1H-pyrazolo[3,4-c]pyridin-5-yl)phenyl)-N-methylmethanamine FC(C=1C=C(C=C(C1C=1C=C2C(=CN1)NN=C2C=2C=NN(C2)C)F)CNC)F